ClC1=NC(=NC2=CC=C(C=C12)I)C(=O)N1CC(N(CC1)C(=O)O)C 4-(4-chloro-6-iodoquinazoline-2-carbonyl)-2-methylpiperazine-1-carboxylic acid